Allylacrylat C(C=C)OC(C=C)=O